C(=CC)C=1C=C(C=CC1O)C1=C(C(=CC(=C1)C=CC)N)O 3',5-dipropenyl-3-amino-2,4'-dihydroxy-1,1'-biphenyl